N,N'-diethyl-1,2-diaminobutane C(C)NCC(CC)NCC